C(C)(=O)C1=C(C(=O)NCC2CCC2)C=CC(=C1)C1=C(N(C=2N=CN=C(C21)N)C)C2=CC=C(C=C2)NC(C(=C)C)=O 2-acetyl-4-(4-amino-6-(4-methacrylamido-phenyl)-7-methyl-7H-pyrrolo[2,3-d]pyrimidin-5-yl)-N-(cyclobutylmethyl)benzamide